trans-2-(4-((4-(3-Cyclopropyl-1H-1,2,4-triazol-1-yl)pyridin-2-yl)((4-(4-methoxy-3-methylphenyl)bicyclo[2.2.2]octan-1-yl)methyl)carbamoyl)cyclohexyl)acetic acid C1(CC1)C1=NN(C=N1)C1=CC(=NC=C1)N(C(=O)[C@@H]1CC[C@H](CC1)CC(=O)O)CC12CCC(CC1)(CC2)C2=CC(=C(C=C2)OC)C